C(CCCCC(=O)O)(=O)O.CN1N=C(C2=CC=CC=C12)C(C)(C)NC(=O)C1[C@H]2CNC[C@@H]12 (1R,5S,6r)-N-(2-(1-Methyl-1H-indazol-3-yl)propan-2-yl)-3-azabicyclo[3.1.0]hexane-6-carboxamide adipate